2-(6-amino-8-((6-(dimethylamino)benzo[d][1,3]dioxol-5-yl)thio)-9H-purin-9-yl)-N-isopropyl-ethanesulfonamide NC1=C2N=C(N(C2=NC=N1)CCS(=O)(=O)NC(C)C)SC1=CC2=C(OCO2)C=C1N(C)C